FC1=C(C=CC(=C1)S(=O)(=O)C)B(O)O (2-fluoro-4-methylsulfonyl-phenyl)boronic acid